2-(4-(6-chloro-benzothiazol-2-yl)-2-fluorophenoxymethyl)-3-fluoroallylamine trifluoroacetate FC(C(=O)O)(F)F.ClC1=CC2=C(N=C(S2)C2=CC(=C(OCC(CN)=CF)C=C2)F)C=C1